tert-butyl 6-[8-(1,3-benzothiazol-2-ylcarbamoyl)-3,4-dihydro-1H-isoquinolin-2-yl]-3-[1-(10-methoxy-10-oxo-decyl)-3,5-dimethyl-pyrazol-4-yl]pyridine-2-carboxylate S1C(=NC2=C1C=CC=C2)NC(=O)C=2C=CC=C1CCN(CC21)C2=CC=C(C(=N2)C(=O)OC(C)(C)C)C=2C(=NN(C2C)CCCCCCCCCC(=O)OC)C